ClC1=C(C=CC=C1Cl)C=1C=2N(C(=NC1C)N1CCC3(CC1)OC1=C([C@H]3N)C=CC=C1)C=CN2 (R)-1'-(8-(2,3-dichlorophenyl)-7-methylimidazo[1,2-c]pyrimidin-5-yl)-3H-spiro[benzofuran-2,4'-piperidine]-3-amine